N-(n-octanesulfonyloxy)bicyclo[2.2.1]hept-5-ene-2,3-Dicarboximide C(CCCCCCC)S(=O)(=O)ON1C(=O)C2C3C=CC(C2C1=O)C3